(R)-N-((3-chloro-4-fluorophenyl)(1-methyl-3-(trifluoromethyl)-1H-pyrazol-5-yl)methyl)-2-methylpropane-2-sulfinamide ClC=1C=C(C=CC1F)C(N[S@](=O)C(C)(C)C)C1=CC(=NN1C)C(F)(F)F